1-(3-(4-methoxyphenyl)propyl)guanidine COC1=CC=C(C=C1)CCCNC(=N)N